4-(4-(((((9H-fluoren-9-yl)methoxy)carbonyl)amino)methyl)benzyl)piperazine-1-carboxylic acid tert-butyl ester C(C)(C)(C)OC(=O)N1CCN(CC1)CC1=CC=C(C=C1)CNC(=O)OCC1C2=CC=CC=C2C=2C=CC=CC12